N-[4-[4-(4-Morpholinyl)-1-[1-(3-pyridinylmethyl)-4-piperidinyl]-1H-pyrazolo[3,4-d]pyrimidin-6-yl]phenyl]-carbamic acid methyl ester dihydrochloride Cl.Cl.COC(NC1=CC=C(C=C1)C1=NC(=C2C(=N1)N(N=C2)C2CCN(CC2)CC=2C=NC=CC2)N2CCOCC2)=O